(1S,2S)-2-[5-((R)-7-fluoro-4-iodo-indan-1-ylamino)-pyrazin-2-yl]-cyclopropanecarboxylic acid methyl ester COC(=O)[C@@H]1[C@H](C1)C1=NC=C(N=C1)N[C@@H]1CCC2=C(C=CC(=C12)F)I